N-Fmoc-1,4-butanediamine hydrochloride Cl.C(=O)(OCC1C2=CC=CC=C2C2=CC=CC=C12)NCCCCN